Cl.Cl.CC=1C=C(C=C(C1)COC1=C(C=C(C(=N)N)C=C1)F)COC1=C(C=C(C(=N)N)C=C1)F 4,4'-((5-methyl-1,3-phenylene)bis(methylene)bis(oxy))bis(3-fluorobenzamidine) dihydrochloride